(S)-1-(chroman-4-yl)-3-(2-phenylthiazol-4-yl)urea O1CC[C@@H](C2=CC=CC=C12)NC(=O)NC=1N=C(SC1)C1=CC=CC=C1